CC=1C=C(C=NNC2=C3N=CN(C3=NC(=N2)N2CCC(CC2)O)C=2C=NC=CC2)C=CC1 1-(6-(2-(3-methylbenzylidene)hydrazinyl)-9-(pyridin-3-yl)-9H-purin-2-yl)piperidin-4-ol